CC=1N=C(SC1C(=O)N1C[C@H](CC1)NC(OC(C)(C)C)=O)C1=CC=C(C=C1)CN1CCCC1 tert-butyl N-[(3S)-1-({4-methyl-2-[4-(pyrrolidin-1-ylmethyl)phenyl]-1,3-thiazol-5-yl}carbonyl)pyrrolidin-3-yl]carbamate